Ethyl 2-(7-(1-(tert-butoxycarbonyl) piperidin-4-yl)-1-(cyclopropylmethyl)-1H-pyrrolo[2,3-c]pyridin-2-yl)-3-methylpyrazolo[1,5-a]pyridine-6-carboxylate C(C)(C)(C)OC(=O)N1CCC(CC1)C=1N=CC=C2C1N(C(=C2)C2=NN1C(C=CC(=C1)C(=O)OCC)=C2C)CC2CC2